tert-butyl 4-(2-(2,6-dioxopiperidin-3-yl)-7-methoxy-3-oxoisoindolin-5-yl)piperazine-1-carboxylate O=C1NC(CCC1N1CC2=C(C=C(C=C2C1=O)N1CCN(CC1)C(=O)OC(C)(C)C)OC)=O